CC1=C(N=C2N1C=CC=C2)C(=O)N 3-methyl-imidazo[1,2-a]pyridine-2-carboxamide